tin lead mercury [Hg].[Pb].[Sn]